(1r,3r)-3-methoxycyclobutan-1-amine hydrochloride salt Cl.COC1CC(C1)N